C(C1=CC=CC=C1)OC=1C=C2C(=C(N(C2=CC1)CC1=CC=C(C=C1)CC(C)NC1CC1)C1=C(C=CC=C1)C)F N-(1-(4-((5-(benzyloxy)-3-fluoro-2-(o-tolyl)-1H-indol-1-yl)methyl)phenyl)propan-2-yl)cyclopropanamine